3-(5-((2-((((1r,4r)-4-methoxycyclohexyl)methyl)amino)cyclohexyl)oxy)-1-oxoisoindolin-2-yl)piperidine-2,6-dione COC1CCC(CC1)CNC1C(CCCC1)OC=1C=C2CN(C(C2=CC1)=O)C1C(NC(CC1)=O)=O